C[C@H]1C(C(=C[C@@]2([C@@H]1CCC=1C(=NC(=NC21)C2=CC(=NC=C2)C)C2=CC=CC=C2)C)C#N)=O (6aR,7R,10aS)-7,10a-dimethyl-2-(2-methylpyridin-4-yl)-8-oxo-4-phenyl-5,6,6a,7,8,10a-hexahydrobenzo[h]quinazoline-9-carbonitrile